5-Methyl-N-[6-[4-(2-pyridyl)piperazin-1-yl]-3-pyridyl]pyridin-2-carboxamid CC=1C=CC(=NC1)C(=O)NC=1C=NC(=CC1)N1CCN(CC1)C1=NC=CC=C1